ClC=1C=CC=C2C=C(C=C(C12)C1=C(C=2N=C(N=C(C2C=N1)N1CCN(CC1)C(=O)N)OC[C@]12CCCN2C[C@@H](C1)F)F)O 4-(7-(8-chloro-3-hydroxynaphthalen-1-yl)-8-fluoro-2-(((2R,7aS)-2-fluorotetrahydro-1H-pyrrolizin-7a(5H)-yl)methoxy)pyrido[4,3-d]pyrimidin-4-yl)piperazine-1-carboxamide